FC1=CC(=C2C=C(N(C2=C1F)CCNC1=CC(=NC=N1)C1=CC(=CS1)OCC)C)OC 5-{6-[2-(6,7-Difluoro-4-methoxy-2-methyl-indol-1-yl)-ethylamino]-pyrimidin-4-yl}-3-ethoxy-thiophen